tert-butyl-[[(1R,5S)-6-[2-isopropyl-5-[3-(trifluoromethyl)phenyl]-1,2,4-triazol-3-yl]-3-bicyclo[3.1.0]hexanyl]oxy]-diphenyl-silane C(C)(C)(C)[Si](C1=CC=CC=C1)(C1=CC=CC=C1)OC1C[C@H]2C([C@H]2C1)C=1N(N=C(N1)C1=CC(=CC=C1)C(F)(F)F)C(C)C